methyl 2-(6-chloro-5-(1,3-dioxolan-2-yl)pyrimidin-4-yl)acetate ClC1=C(C(=NC=N1)CC(=O)OC)C1OCCO1